FCC(=O)F monofluoroacetic acid fluoride